trans-cyclohexane-diamine C1(CCCCC1)(N)N